NC1CCC2=CC=CC=C12 1-amino-indane